NC(C)C=1C=C(C=C2C(N(C(=NC12)N1CCC(CC1)(F)F)C)=O)C 8-(1-aminoethyl)-2-(4,4-difluoro-1-piperidyl)-3,6-dimethyl-quinazolin-4-one